3-[2-[2-(8-chloro-4-oxo-chromen-2-yl)-5-methyl-sulfanyl-phenoxy]ethoxy]cyclobutanecarboxylic acid ClC=1C=CC=C2C(C=C(OC12)C1=C(OCCOC2CC(C2)C(=O)O)C=C(C=C1S)C)=O